N,N'-bis(2,3-dihydroxypropyl)-2,4,6-triiodo-1,3-benzenedicarboxamide OC(CNC(=O)C1=C(C(=C(C=C1I)I)C(=O)NCC(CO)O)I)CO